CN1C(C=C(C=C1)N1C=2N(CC(C1)CNC(C=C)=O)N=CC2)=O N-((4-(1-methyl-2-oxo-1,2-dihydropyridin-4-yl)-4,5,6,7-tetrahydropyrazolo[1,5-a]pyrimidin-6-yl)methyl)acrylamide